phenyl-dihydroxyphosphorus oxide C1(=CC=CC=C1)P(O)(O)=O